3,4-bis(benzyloxy)-5,5-bis((benzyloxy)methyl)dihydrofuran-2(3H)-one C(C1=CC=CC=C1)OC1C(OC(C1OCC1=CC=CC=C1)(COCC1=CC=CC=C1)COCC1=CC=CC=C1)=O